OC=1C=C(C(C#N)=CC1O)C#N 4,5-dihydroxyphthalonitrile